Cl.N[C@H](CC1=CC2=C(N=C(N=C2NCC=2OC=CC2)Cl)N1)C(C)(C)C 6-[(2R)-2-amino-3,3-dimethylbutyl]-2-chloro-N-[(furan-2-yl)methyl]-7H-pyrrolo[2,3-d]pyrimidin-4-amine hydrochloride